N,N'-(carbonyldi-p-phenylene)bismaleimide C(=O)(C1=CC=C(C=C1)N1C(C=CC1=O)=O)C1=CC=C(C=C1)N1C(C=CC1=O)=O